C(CCC)N1C(N(C(C(C1=O)=CC=1OC=CC1)=O)CCCC)(C)C 1,3-dibutyl-5-((furan-2-yl)methylene)-dihydro-2,2-dimethylpyrimidine-4,6(1H,5H)-dione